tert-butyl (2S,4R)-4-(5-bromopyrazin-2-yl)oxy-2-methyl-pyrrolidine-1-carboxylate BrC=1N=CC(=NC1)O[C@@H]1C[C@@H](N(C1)C(=O)OC(C)(C)C)C